methyl 1-(3-(dimethoxymethyl)phenyl)-4-hydroxy-2-oxo-7-(trifluoromethyl)-1,2-dihydroquinoline-3-carboxylate COC(C=1C=C(C=CC1)N1C(C(=C(C2=CC=C(C=C12)C(F)(F)F)O)C(=O)OC)=O)OC